CN1N=CC(=C1)C[C@@H]1CC[C@H](CC1)C(=O)[O-] trans-4-[(1-methylpyrazol-4-yl)methyl]cyclohexanecarboxylate